Methyl-3-(4-methyl-1H-imidazol-2-yl)-4-[3-(trifluoromethyl)phenoxy]benzenesulfonamide CC1=C(C=CC(=C1C=1NC=C(N1)C)OC1=CC(=CC=C1)C(F)(F)F)S(=O)(=O)N